COC=1C(=CC2=C(N=C(S2)/C=C/C=C/C=2C=CC(=NC2)NCCCO)C1)O[11CH3] 3-(5-((1E,3E)-4-(5-methoxy-6-[11C]methoxybenzo[d]thiazole-2-yl)buta-1,3-dienyl)pyridine-2-ylamino)propan-1-ol